methyl (S)-1-(2-(2,2,7-trifluoro-3-oxo-6-(perfluorophenyl)-2,3-dihydro-4H-benzo[b][1,4]oxazin-4-yl)acetyl)piperazine-2-carboxylate FC1(C(N(C2=C(O1)C=C(C(=C2)C2=C(C(=C(C(=C2F)F)F)F)F)F)CC(=O)N2[C@@H](CNCC2)C(=O)OC)=O)F